N2-[2-(5-methoxy-1H-indol-3-yl)ethyl]-N4-(1-methylindol-6-yl)pyrimidine-2,4-diamine COC=1C=C2C(=CNC2=CC1)CCNC1=NC=CC(=N1)NC1=CC=C2C=CN(C2=C1)C